7-methyl-8,14-dioxa-4,10,19,20-tetraazatetracyclo[13.5.2.12,6.018,21]tricosa-1(20),2,4,6(23),15,17,21-heptaen-9-one CC1C=2C=NC=C(C3=NNC4=CC=C(OCCCNC(O1)=O)C=C34)C2